O1CCC(CC1)CCN1C(CCC1=O)C(C(C#N)=S1CCCC1)=O 3-{1-[2-(Oxan-4-yl)ethyl]-5-oxopyrrolidin-2-yl}-3-oxo-2-(1λ4-thiolan-1-ylidene)propane-nitrile